2-(2-((4-fluorobenzyl)thio)-4H-imidazo[4,5-b]pyridin-4-yl)-N-(2-chlorophenyl)butanamide FC1=CC=C(CSC2=NC=3C(N(C=CC3)C(C(=O)NC3=C(C=CC=C3)Cl)CC)=N2)C=C1